FC1=C(CNC(=O)C=2C(C(=C3N([C@@H]4[C@@](CCCN(C3=O)C4)(C)F)C2)O)=O)C=CC(=C1)F (6S,7S)-N-(2,4-difluorobenzyl)-6-fluoro-12-hydroxy-6-methyl-1,11-dioxo-1,4,5,6,7,11-hexahydro-3H-2,7-methanopyrido[1,2-a][1,4]diazonine-10-carboxamide